ClC=1C=C(C=CC1F)N(S(=O)(=O)C1CCS(CC1)(=O)=O)CC1=NC=C(C=C1)C(=O)NNC(C(F)F)=O N-(3-chloro-4-fluorophenyl)-N-((5-(2-(2,2-difluoroacetyl)hydrazine-1-carbonyl)pyridin-2-yl)methyl)tetrahydro-2H-thiopyran-4-sulfonamide 1,1-dioxide